3-(1-oxo-1H-benzo[d]imidazo[1,5-a]imidazol-2(3H)-yl)piperidine-2,6-dione O=C1N(CC=2N1C1=C(N2)C=CC=C1)C1C(NC(CC1)=O)=O